tert-butyl 4-(2-aminoethyl)tetrahydro-1(2H)-pyrazinecarboxylate NCCN1CCN(CC1)C(=O)OC(C)(C)C